FC1=C(C=C(C=C1)F)[C@@H]1N(C[C@H](C1)F)C1=NN(C2=NC=C(C=C21)C=2OC(=NN2)COC)COCC[Si](C)(C)C 2-(3-((2R,4S)-2-(2,5-difluorophenyl)-4-fluoropyrrolidin-1-yl)-1-((2-(trimethylsilyl)ethoxy)methyl)-1H-pyrazolo[3,4-b]pyridin-5-yl)-5-(methoxymethyl)-1,3,4-oxadiazole